2-Chloro-3-[5-[1-(2-fluoro-6-methylphenyl)-piperidin-4-yl]-6-oxo-7-(2-trifluoromethyl-benzyl)-4,5,6,7-tetrahydro-pyrazolo[3,4-d]pyrimidin-2-yl]-propionic acid methyl ester COC(C(CN1N=C2N(C(N(CC2=C1)C1CCN(CC1)C1=C(C=CC=C1C)F)=O)CC1=C(C=CC=C1)C(F)(F)F)Cl)=O